2,5-Diethoxyaniline C(C)OC1=C(N)C=C(C=C1)OCC